7-[5-[(1R)-1-(3,5-dichloro-4-pyridyl)ethoxy]-1H-indazol-3-yl]-1-(2-pyridylmethyl)-2,3-dihydropyrido[2,3-b][1,4]oxazine ClC=1C=NC=C(C1[C@@H](C)OC=1C=C2C(=NNC2=CC1)C1=CC2=C(OCCN2CC2=NC=CC=C2)N=C1)Cl